ClC=1C=C2C(=CC1)NC(C21CCN(CC1)CCOC=1C=NC(=C(C1)C(F)(F)F)[C@](CO)(C)O)=O |o1:28| 5-chloro-1'-[2-({6-[(2S) or (2R)-1,2-dihydroxypropan-2-yl]-5-(trifluoromethyl)pyridin-3-yl}oxy)ethyl]-1,2-dihydrospiro[indole-3,4'-piperidin]-2-one